ethyl-7-hydroxyisoquinoline-3-carboxylic acid methyl ester COC(=O)C=1N=C(C2=CC(=CC=C2C1)O)CC